CNC1C[C@H]2CC[C@@H](C1)N2C(=O)OC(C)(C)C tert-butyl (1R,3R,5S)-3-(methylamino)-8-azabicyclo[3.2.1]octane-8-carboxylate